tert-butyl 4-(4-fluorobenzoyl)piperidine-1-carboxylate FC1=CC=C(C(=O)C2CCN(CC2)C(=O)OC(C)(C)C)C=C1